benzo1,3-benzodioxole O1COC2=C1C1=C(C=C2)C=CC=C1